FC1=CC=C(C=C1)C1=NN(C(=C1)C1=NC2=CC=C(C=C2C=C1)F)C1=CC=C(C=C1)S(=O)(=O)N 4-[3-(4-Fluorophenyl)-5-(6-fluoroquinolin-2-yl)-1H-pyrazol-1-yl]benzenesulfonamide